N-(propan-2-yl)-2'-(quinolin-3-yl)-5',6'-dihydrospiro[azetidine-3,4'-pyrrolo[1,2-b]pyrazole]-1-carboxamide CC(C)NC(=O)N1CC2(CCN3N=C(C=C32)C=3C=NC2=CC=CC=C2C3)C1